OC(CC(=O)O)CCCCCCCCCCCCCCCC 3-Hydroxy-nonadecanoic acid